Heneicosane-21-one CCCCCCCCCCCCCCCCCCCCC=O